1-Ethyl-2,4,6-trioxo-hexahydro-pyrimidin C(C)N1C(NC(CC1=O)=O)=O